(R)-N-(6,8-dimethylisoquinolin-1-yl)-6-(5-(methoxymethyl)-1,3,4-thiadiazol-2-yl)-N-(piperidin-3-yl)nicotinamide CC=1C=C2C=CN=C(C2=C(C1)C)N(C(C1=CN=C(C=C1)C=1SC(=NN1)COC)=O)[C@H]1CNCCC1